C(N)(OC(=O)C=C)=O acryl carbamate